7,11-dihydroxy-17-[2-hydroxyethyl]-8,8,10,12-tetramethyl-3-[1-methyl-2-(2-methyl-4-thiazolyl)vinyl]-4-oxa-17-azabicyclo[14.1.0]heptadecane-5,9-dione OC1CC(OC(CC2N(C2CCCC(C(C(C(C1(C)C)=O)C)O)C)CCO)C(=CC=1N=C(SC1)C)C)=O